BrC=1C=CC=2C=C3N(C2C1)CCN(C3)C(=O)OC(C)(C)C tert-butyl 7-bromo-3,4-dihydro-pyrazino[1,2-a]indole-2(1H)-carboxylate